FC(CN1N=C(C(=C1C)S(=O)(=O)N1N=C2C(=C1)CN(C2)C([C@@H](CO)C2=CC=CC=C2)=O)C)F (2R)-1-[2-[1-(2,2-difluoroethyl)-3,5-dimethylpyrazol-4-ylsulfonyl]-4H,6H-pyrrolo[3,4-c]pyrazol-5-yl]-3-hydroxy-2-phenylpropan-1-one